N-(4-fluoro-3-methylphenyl)-1,2,4-trimethyl-5-(2-((7-methyl-4-oxo-5-azaspiro[2.4]heptan-7-yl)amino)-2-oxoacetyl)-1H-pyrrole-3-carboxamide FC1=C(C=C(C=C1)NC(=O)C1=C(N(C(=C1C)C(C(=O)NC1(CNC(C12CC2)=O)C)=O)C)C)C